2-ethylhexyl-2-cyano-3-(4-methoxyphenyl)-3-phenylacrylate (ethylhexylmethyl methacrylate) C(C)CC(C(=O)O)=C(C)CCCCCC.C(C)C(COC(C(=C(C1=CC=CC=C1)C1=CC=C(C=C1)OC)C#N)=O)CCCC